N1=C(N=CC=C1)N1CCN(CCC1)C(=O)OC(C)(C)C Tert-butyl 4-(pyrimidin-2-yl)-1,4-diazacycloheptane-1-carboxylate